5-(1-(2,2-difluoroethyl)-4-fluoro-2-methyl-1H-benzo[d]imidazol-6-yl)-N-((3s,4r)-3-fluoro-1-(oxetan-3-yl)piperidin-4-yl)-4-methoxypyrrolo[2,1-f][1,2,4]triazin-2-amine FC(CN1C(=NC2=C1C=C(C=C2F)C=2C=CN1N=C(N=C(C12)OC)N[C@H]1[C@H](CN(CC1)C1COC1)F)C)F